2-methyl-2-propanesulphonamide CC(C)(C)S(=O)(=O)N